C(C)C=1C(N2[C@H]([C@H](CCC2=CC1)NS(=O)(=O)C)CC=1C(=C(C=CC1)C1=CC(=CC(=C1)F)F)F)=O |r| rac-N-{[3S,4S]-7-ethyl-6-oxo-4-[(2,3',5'-trifluoro[1,1'-biphenyl]-3-yl)methyl]-1,3,4,6-tetrahydro-2H-quinolizin-3-yl}methanesulfonamide